NC1(CCN(CC1)C=1C=C(C2=C(N1)NN=C2C2=C(C(=NC=C2)Cl)Cl)N)C 6-(4-amino-4-methylpiperidin-1-yl)-3-(2,3-dichloropyridin-4-yl)-1H-pyrazolo[3,4-b]pyridin-4-amine